COC(=O)C=1C=CC=2N(N1)C(=NN2)C(C)C 3-isopropyl-[1,2,4]Triazolo[4,3-b]Pyridazine-6-carboxylic acid methyl ester